O1C(CCCC1)N1N=C(C2=CC=CC=C12)C1=NC=CC(=C1)N1CCN(CC1)C(=O)OC(C)(C)C tert-butyl 4-[2-[1-(oxan-2-yl)indazol-3-yl]pyridin-4-yl]piperazine-1-carboxylate